ClC=1C=NC(=C(C(=O)NC2CCC(CC2)CN2C(N(C3=C2C=CC=C3)C=3C=NC=C(C3)OC)=O)C1)C(F)F 5-chloro-2-(difluoromethyl)-N-((1r,4r)-4-((3-(5-methoxy-pyridin-3-yl)-2-oxo-2,3-dihydro-1H-benzo[d]imidazol-1-yl)methyl)cyclohexyl)nicotinamide